2-(3-fluoro-2-(2,2,2-trifluoroethyl)phenyl)-1,3-dioxolane FC=1C(=C(C=CC1)C1OCCO1)CC(F)(F)F